5-(3-cyano-1-cyclopentyl-indol-5-yl)pyrazine-2-carboxylic acid methyl ester COC(=O)C1=NC=C(N=C1)C=1C=C2C(=CN(C2=CC1)C1CCCC1)C#N